C(C)(=O)N1CCC2=CC=C(C=C12)NC(=O)NC1=CC=C(C=C1)C#N 1-(1-acetylindolin-6-yl)-3-(4-cyanophenyl)urea